ClC=1C=CC2=C(NC3=C(OC2)C=CC=C3)C1 3-chloro-5,11-dihydro-dibenzo[b,e][1,4]oxazepine